[Sb]([O-])([O-])F.[Li+].[Li+] lithium fluoroantimonite